3,3'-[methylenebis(7H-benz[6,7]indeno[1,2-b]quinolone-7,7-diyl)]dipropionate C(C1(C=2C=CC3=C(C2C2=NC4=CC=CC=C4C=C21)C(CC=C3)=O)CCC(=O)[O-])C3(C=2C=CC1=C(C2C2=NC4=CC=CC=C4C=C23)C(CC=C1)=O)CCC(=O)[O-]